CC(C)N1C=CC=2C(=CC=CC12)O 1-propan-2-ylindol-4-ol